CN(C)\C=N\C1=NC=CC2=C1NC(N2[C@H]2CN(CCC2)C(=O)OC(C)(C)C)=O tert-butyl (R,E)-3-(4-(((dimethylamino)-methylene)amino)-2-oxo-2,3-dihydro-1H-imidazo[4,5-c]pyridin-1-yl)piperidine-1-carboxylate